(3S,8aR)-3-(4-(1H-benzo[d]imidazol-5-yl)-1H-imidazol-2-yl)-7-(3-chloro-2-fluoro-6-(1H-tetrazol-1-yl)phenyl)-2,3,8,8a-tetrahydroindolizin-5(1H)-one N1C=NC2=C1C=CC(=C2)C=2N=C(NC2)[C@@H]2CC[C@@H]1CC(=CC(N21)=O)C2=C(C(=CC=C2N2N=NN=C2)Cl)F